C(C=C)(=O)N1C[C@@H](N(CC1)C1=NC(N2C3=C(C(=C(C=C13)Cl)C1=C(C=CC(=C1)O)Cl)SCC2)=O)C 7-((S)-4-acryloyl-2-methylpiperazin-1-yl)-9-chloro-10-(2-chloro-5-hydroxyphenyl)-2,3-dihydro-5H-[1,4]thiazino[2,3,4-ij]quinazolin-5-one